C(C)(C)(C)OC(=O)O[C@@H]1[C@H]([C@H](N(C1)C(=O)OC(C)(C)C)CC1=CC=C(C=C1)OC)OC(CC1=CC(=CC=C1)OC(F)(F)F)=O tert-butyl (2R,3S,4S)-4-[(tert-butoxycarbonyl)oxy]-2-[(4-methoxyphenyl)methyl]-3-({2-[3-(trifluoromethoxy)phenyl]acetyl} oxy)pyrrolidine-1-carboxylate